methyl 3-[5-[(3R)-3-(tert-butoxycarbonylamino)-5-[[4-(cyclopentoxy)phenyl]methyl]-1,1,4-trioxo-2,3-dihydro-1λ6,5-benzothiazepin-7-yl]-1,3,4-oxadiazol-2-yl]pyrrolidine-1-carboxylate C(C)(C)(C)OC(=O)N[C@H]1CS(C2=C(N(C1=O)CC1=CC=C(C=C1)OC1CCCC1)C=C(C=C2)C2=NN=C(O2)C2CN(CC2)C(=O)OC)(=O)=O